OC=1C=C(C=CC1CC(C)=O)CC1=CC(=CC=N1)NNC(=O)OC 6-{[3-hydroxy-4-(2-oxopropyl)phenyl]methyl}-4-{[(methoxycarbonyl)amino]amino}pyridin